C(CCCCCCC)O[B-](C1=C(C(=C(C(=C1F)F)F)F)F)(C1=C(C(=C(C(=C1F)F)F)F)F)C1=C(C(=C(C(=C1F)F)F)F)F.[Mg+2].C(CCCCCCC)O[B-](C1=C(C(=C(C(=C1F)F)F)F)F)(C1=C(C(=C(C(=C1F)F)F)F)F)C1=C(C(=C(C(=C1F)F)F)F)F magnesium (octyloxy)tris(pentafluorophenyl)borate